OC(=O)C(F)(F)F.NCC(=O)N(C)C=1C=C(C(=O)N)C=CC1 3-(2-amino-N-methylacetamido)benzamide TFA salt